C1(CC1)N1N=CC=C1B1OC(C)(C)C(C)(C)O1 1-cyclopropyl-pyrazole-5-boronic acid pinacol ester